C(#N)C1(CCC1)C(=O)N1C[C@H]2SC3=C([C@@H]1C2)C=NC=C3C#N (2S,5S)-4-(1-cyanocyclobutane-1-carbonyl)-2,3,4,5-tetrahydro-2,5-methanopyrido[3,4-f][1,4]thiazepine-9-carbonitrile